(quinoxalin-6-ylmethyl)pyridazin-3-amine N1=CC=NC2=CC(=CC=C12)CC1=C(N=NC=C1)N